N-(5-(2-amino-3-pentylquinolin-5-yl)pentyl)formamide NC1=NC2=CC=CC(=C2C=C1CCCCC)CCCCCNC=O